C(C)(SC1CCN(CC1)C1=C(C=NC=C1F)Cl)=O S-(1-(3-chloro-5-fluoropyridin-4-yl)piperidin-4-yl) ethanethioate